1-(4-nitrophenyl)piperidine-4-carboxylic acid [N+](=O)([O-])C1=CC=C(C=C1)N1CCC(CC1)C(=O)O